1-(1-(3-methyl-5-(trifluoromethyl)benzyl)-1,8-diazaspiro[4.5]decane-8-carbonyl)-1H-pyrazole-3-carboxylic acid CC=1C=C(CN2CCCC23CCN(CC3)C(=O)N3N=C(C=C3)C(=O)O)C=C(C1)C(F)(F)F